ClCC=1OC2=C(N1)C=CC(=C2)C(F)(F)F 2-(chloromethyl)-6-(trifluoromethyl)benzo[d]oxazole